2-(tert-butoxycarbonylamino)-2-(2-(cyclopropanesulphonylamino)thiazol-4-yl)acetic acid C(C)(C)(C)OC(=O)NC(C(=O)O)C=1N=C(SC1)NS(=O)(=O)C1CC1